[Si](C1=CC=CC=C1)(C1=CC=CC=C1)(C(C)(C)C)O[C@@H]1C[C@@]2(CCCN2C1)COC=1N=C(C2=C(N1)C(=C(N=C2)Cl)F)C2NCCCC2(O)C 2-(((2R,7aS)-2-((tert-butyldiphenylsilyl)oxy)hexahydro-1H-pyrrolizin-7a-yl)methoxyl-7-chloro-8-fluoropyrido[4,3-d]pyrimidin-4-yl)-3-methylpiperidin-3-ol